Zinc isopropylsulfinate C(C)(C)S(=O)[O-].[Zn+2].C(C)(C)S(=O)[O-]